C1(CCC1)N[C@@H]1CN(CC1)C1=CC=C(N=N1)C1=C(C=C(C=C1)C1=NC=NC(=C1)OC)O 2-{6-[(3S)-3-(cyclobutylamino)pyrrolidin-1-yl]pyridazin-3-yl}-5-(6-methoxypyrimidin-4-yl)phenol